isocyanatocyclopropane N(=C=O)C1CC1